F[C@H]1CC2=CC=3CCCC3C(=C2C1)NC(=O)N=[S@@](=O)(N)C=1C=NN2C1O[C@@H](C2)COC (S,2S)-N'-(((S)-2-fluoro-1,2,3,5,6,7-hexahydro-s-indacen-4-yl)carbamoyl)-2-(methoxymethyl)-2,3-dihydropyrazolo[5,1-b]oxazole-7-sulfonimidamide